CC(C)CCCCCCCCCC(=O)CC(=O)SCCNC(=O)CCNC(=O)[C@@H](C(C)(C)COP(=O)([O-])OP(=O)([O-])OC[C@@H]1[C@H]([C@H]([C@@H](O1)N2C=NC3=C(N=CN=C32)N)O)OP(=O)([O-])[O-])O The molecule is a 3-oxo-fatty acyl-CoA(4-) arising from deprotonation of the phosphate and diphosphate functions of 3-oxoisopentadecanoyl-CoA. It is an 11,12-saturated fatty acyl-CoA(4-) and a long-chain 3-oxo-fatty acyl-CoA(4-). It is a conjugate base of a 3-oxoisopentadecanoyl-CoA.